2-(2-chlorophenyl)-N-[4-(pyridin-2-ylmethoxy)-3-sulfamoylphenyl]acetamide ClC1=C(C=CC=C1)CC(=O)NC1=CC(=C(C=C1)OCC1=NC=CC=C1)S(N)(=O)=O